(Z)-4-(5-acetyl-2-fluorophenyl)-1-(4-amino-2-fluorobut-2-en-1-yl)-1H-benzo[d]imidazol-6-carbonitrile C(C)(=O)C=1C=CC(=C(C1)C1=CC(=CC=2N(C=NC21)C/C(=C/CN)/F)C#N)F